4-(benzyloxycarbonylamino)bicyclo[2.2.1]Heptane-1-carboxylic acid C(C1=CC=CC=C1)OC(=O)NC12CCC(CC1)(C2)C(=O)O